C1=C(C=CC2=CC=CC=C12)CC1CNC1 3-(naphthalen-2-ylmethyl)azetidine